FC(C12CC(C1)(C2)NC(C(N2CC([C@@H]([C@@]21CC(CC1)(F)F)O)(F)F)=O)=O)F N-(3-(difluoromethyl)bicyclo[1.1.1]pentan-1-yl)-2-oxo-2-((4R,5R)-3,3,7,7-tetrafluoro-4-hydroxy-1-azaspiro[4.4]nonan-1-yl)acetamide